4-(4-Methylpiperazin-1-yl)-N-(5-(pyridin-4-yl)-1H-pyrazolo[3,4-b]pyridin-3-yl)benzamid CN1CCN(CC1)C1=CC=C(C(=O)NC2=NNC3=NC=C(C=C32)C3=CC=NC=C3)C=C1